(2S)-2-[(3S,5Z)-5-[[4-[(E)-3-[4-[(2-Chlorophenyl)methoxy]phenyl]-3-oxoprop-1-enyl]phenyl]methylidene]-1-oxo-3-sulfanyl-1,2,4-thiadiazolidin-2-yl]-3-phenylpropanoic acid ClC1=C(C=CC=C1)COC1=CC=C(C=C1)C(/C=C/C1=CC=C(C=C1)\C=C/1\N[C@@H](N(S1=O)[C@H](C(=O)O)CC1=CC=CC=C1)S)=O